C(CCCC)OCC=1OC(=CC(C1)=O)COCCCCC 2,6-dipentyloxymethyl-4-pyrone